C(C)(C)(C)NC[C@H](O)C1=NC=CC2=C1C=NN2 (S)-2-(tert-butylamino)-1-(1H-pyrazolo[4,3-c]pyridin-4-yl)ethan-1-ol